octyl 9-((6-((4,4-bis(((Z)-oct-5-en-1-yl)oxy)butanoyl)oxy)hexyl)(3-hydroxypropyl)amino)nonanoate C(CCC\C=C/CC)OC(CCC(=O)OCCCCCCN(CCCCCCCCC(=O)OCCCCCCCC)CCCO)OCCCC\C=C/CC